C(C)(C)(C)OC(=O)N(C=1C=2N(N=C(C1)SC1C(CN(CC1)C(=O)OC(C)(C)C)F)C(=CN2)C(C)C)CC2=C(C=CC=C2)OC(F)(F)F tert-butyl 4-((8-((tert-butoxycarbonyl)(2-(trifluoromethoxy)benzyl)amino)-3-isopropylimidazo[1,2-b]pyridazin-6-yl)thio)-3-fluoropiperidine-1-carboxylate